1-(difluoromethyl)-5-methoxy-benzotriazole FC(N1N=NC2=C1C=CC(=C2)OC)F